N1C2=C(NC(C1)=O)C=NC1=C2C=CN1 1,2,4,7-Tetrahydro-3H-pyrrolo[3',2':5,6]pyrido[3,4-b]pyrazin-3-one